N-[(1S)-1-[2-(5-cyano-2-pyridyl)-1,2,4-triazol-3-yl]ethyl]-3-iodo-5-(trifluoromethyl)-1H-indazole-7-carboxamide C(#N)C=1C=CC(=NC1)N1N=CN=C1[C@H](C)NC(=O)C=1C=C(C=C2C(=NNC12)I)C(F)(F)F